CC1=C(C=CC(=C1)C)N(C1=CC=CC=C1)C1=C(C=C(C=C1)C)C Bis-(2,4-dimethyl-phenyl)-phenyl-amine